CC1([C@H]([C@@H]1C1=CC=C(C=C1)S(=O)(=O)C)C1=NC(=NO1)C1=CC=CC=C1)C 5-(trans-2,2-dimethyl-3-(4-(methylsulfonyl)phenyl)cyclopropyl)-3-phenyl-1,2,4-oxadiazole